methyl 2-(2-fluoroethoxy)-5-formylbenzoate FCCOC1=C(C(=O)OC)C=C(C=C1)C=O